C1(=CC=CC=C1)NC1=CC2=C(OC3=C2C=CC=C3)C=C1 N-phenyldibenzo-[b,d]furan-2-amine